ethyl 1-amino-3-methyl-4-(pyridin-3-yl)-1H-pyrrole-2-carboxylate NN1C(=C(C(=C1)C=1C=NC=CC1)C)C(=O)OCC